NC1=C(C=CC(=C1)OC(F)(F)F)C(=O)N1CCC(CC1)C1=CNC2=NC=C(N=C21)NC2CCOCC2 [2-amino-4-(trifluoromethoxy)phenyl]-[4-[2-(tetrahydropyran-4-ylamino)-5H-pyrrolo[2,3-b]pyrazin-7-yl]-1-piperidyl]methanone